3-methacryloxypropyl-silanetriol C(C(=C)C)(=O)OCCC[Si](O)(O)O